oxo-3,6,9-trioxa-12-azapentadecyl-1-isopropyl-1H-pyrazole-5-carboxamide O=NC(=O)C1=CC(=NN1C(C)C)CCOCCOCCOCCNCCC